CN(C=1N=NC(=CC1C1=NC=2C=CC3=C(C2C=C1)C1=C(S3)CN[C@@H](CN1)C)C#C)C (R)-3-(3-(dimethylamino)-6-ethynylpyridazin-4-yl)-10-methyl-9,10,11,12-tetrahydro-8H-[1,4]diazepino[5',6':4,5]thieno[3,2-f]quinolin